COC1=C(CN2[C@@H](C=3N(CC2)C(=NN3)C3=NC(=NS3)C3(CC3)F)C)C=CC(=C1)OC (R)-5-(7-(2,4-dimethoxybenzyl)-8-methyl-5,6,7,8-tetrahydro-[1,2,4]triazolo[4,3-a]pyrazin-3-yl)-3-(1-fluorocyclopropyl)-1,2,4-thiadiazole